(S)-tert-butyl 4-(3-((4-((2-(2-cyano-4,4-difluoropyrrolidin-1-yl)-2-oxoethyl)carbamoyl)quinolin-6-yl)(methyl)amino)propyl)piperazine-1-carboxylate C(#N)[C@H]1N(CC(C1)(F)F)C(CNC(=O)C1=CC=NC2=CC=C(C=C12)N(CCCN1CCN(CC1)C(=O)OC(C)(C)C)C)=O